CC1=C(CC2=CC(=C(C=C2)O)CC=C)C(=CC(=C1)[N+](=O)[O-])C 4-(2,6-Dimethyl-4-nitrobenzyl)-2-(allyl)phenol